(1R,2S,3R,5R)-3-[4-amino-5-(4-benzyl-1,3-thiazol-2-yl)-2-chloropyrrolo[2,3-d]pyrimidin-7-yl]-5-[1-(cyclopropylmethyl)piperidin-4-yl]cyclopentane-1,2-diol 2HCl Cl.Cl.NC=1C2=C(N=C(N1)Cl)N(C=C2C=2SC=C(N2)CC2=CC=CC=C2)[C@H]2[C@@H]([C@@H]([C@H](C2)C2CCN(CC2)CC2CC2)O)O